FC1=C(C(=CC=C1)C1=NC=CC=N1)C(=O)N1[C@@H]2[C@@H](C[C@H](C1)CC2)NC2=NC=C(C=C2)C(F)(F)F (2-fluoro-6-(pyrimidin-2-yl)phenyl)((1S,4R,6R)-6-((5-(trifluoromethyl)pyridin-2-yl)amino)-2-azabicyclo[2.2.2]octan-2-yl)methanone